4-(3-bromopropyloxy)naphthalene-1-sulfonyl chloride BrCCCOC1=CC=C(C2=CC=CC=C12)S(=O)(=O)Cl